C(#N)C=1N=NN(C1)CCC[Si](OCC)(OCC)OCC 4-cyano-1-[3-(triethoxysilyl)propyl]-1,2,3-triazole